OC1(CCC1)C=1C=CC(=NC1)NC([O-])=O [5-(1-hydroxycyclobutyl)-2-pyridyl]carbamate